(s,S)-5-[6-[2-hydroxy-6-methyl-4-(trifluoromethyl)phenyl]pyrazolo[3,4-b]pyridin-2-yl]piperidin-2-one OC1=C(C(=CC(=C1)C(F)(F)F)C)C=1C=CC=2C(N1)=NN(C2)[C@H]2CCC(NC2)=O